ethyl 2,4-diaminobenzoate NC1=C(C(=O)OCC)C=CC(=C1)N